NC=1OC2=C(N1)C=C(C=C2)C2=NN(C1=NC(=NC(=C12)N)N)[C@H](CC(C)C)C 3-(2-amino-benzooxazol-5-yl)-1-((S)-1,3-dimethyl-butyl)-1H-pyrazolo[3,4-d]pyrimidine-4,6-diamine